triproline acetate C(C)(=O)O.N1[C@@H](CCC1)C(=O)O.N1[C@@H](CCC1)C(=O)O.N1[C@@H](CCC1)C(=O)O